Cl.N=C1SCCC1 Iminothiolane HCl